butyl 6-[6-(trifluoromethyl)-3-pyridyl]-2-azaspiro[3.3]heptane-2-carboxylate FC(C1=CC=C(C=N1)C1CC2(CN(C2)C(=O)OCCCC)C1)(F)F